C(C)(C)(C)C1=NC=C(C(=N1)OC1=CC=CC=C1)C(=O)N1CC(C1)=CS(=O)(=O)C1CCOCC1 (2-(tert-butyl)-4-phenoxypyrimidin-5-yl)(3-(((tetrahydro-2H-pyran-4-yl)sulfonyl)methylene)azetidin-1-yl)methanone